3-cyclohexyl-6-nitroquinazolin-4(3H)-one C1(CCCCC1)N1C=NC2=CC=C(C=C2C1=O)[N+](=O)[O-]